(S)-3-((R)-2-(hydroxymethyl)-7-oxo-3,4,7,9-tetrahydro-[1,4]oxazino[2,3-e]isoindol-8(2H)-yl)piperidine-2,6-dione OC[C@H]1CNC=2C(=C3CN(C(C3=CC2)=O)[C@@H]2C(NC(CC2)=O)=O)O1